fluorodocosyne FC#CCCCCCCCCCCCCCCCCCCCC